6-Chloro-2-(4-{4-[2-(1-methylethoxy)ethyl]-1,4-diazepan-1-yl}phenyl)-N-[1-(1-methylethyl)piperidin-4-yl]-3H-imidazo[4,5-b]pyridin-7-amine ClC=1C(=C2C(=NC1)NC(=N2)C2=CC=C(C=C2)N2CCN(CCC2)CCOC(C)C)NC2CCN(CC2)C(C)C